BrC1=C(C=C2C(=CC(N(C2=C1)C=1C(=NC=CC1C)C(C)C)=O)Cl)F 7-bromo-4-chloro-6-fluoro-1-(2-isopropyl-4-methyl-3-pyridinyl)quinolin-2-one